C1(=CC=CC=C1)N1C=CC2=CC=CC=C12 1-phenyl-1H-indole